NC1=NC=2C=C(C(=CC2C2=C1C=NN2C)C(=O)N(C)C(C)C2=NC=C(C=C2Br)C(F)(F)F)F 4-amino-N-(1-(3-bromo-5-(trifluoromethyl)pyridin-2-yl)ethyl)-7-fluoro-N,1-dimethyl-1H-pyrazolo[4,3-c]quinoline-8-carboxamide